tert-butyl (R)-(3-(7-cyano-5-fluoro-2,3-dimethyl-1H-indol-4-yl)cyclopent-3-en-1-yl)carbamate C(#N)C=1C=C(C(=C2C(=C(NC12)C)C)C=1C[C@@H](CC1)NC(OC(C)(C)C)=O)F